benzyl-1-(5-(trifluoromethyl)pyridin-3-yl)piperazine methyl-4-(2-(bicyclo[1.1.1]pentan-1-ylamino)-2-oxoacetyl)-3-chloro-1-methyl-1H-pyrrole-2-carboxylate COC(=O)C=1N(C=C(C1Cl)C(C(=O)NC12CC(C1)C2)=O)C.C(C2=CC=CC=C2)C2N(CCNC2)C=2C=NC=C(C2)C(F)(F)F